(4-amino-2-butoxyimidazo[2,1-f][1,2,4]triazin-7-yl)(3-methoxypyridin-2-yl)methanol NC1=NC(=NN2C1=NC=C2C(O)C2=NC=CC=C2OC)OCCCC